(((R-2-(4-Chloro-2-fluorophenyl)-2-methylbenzo[d][1,3]dioxol-4-yl)-2,5-diazabicyclo[4.2.0]octan-2-yl)methyl)-1-(((S)-oxetan-2-yl)methyl)-1H-benzo[d]imidazole-6-carboxylic acid ClC1=CC(=C(C=C1)[C@]1(OC2=C(O1)C=CC=C2C21N(CCNC1CC2)CC2=NC1=C(N2C[C@H]2OCC2)C=C(C=C1)C(=O)O)C)F